FC1=CC=C(C=C1)C(CCNC(=O)C=1C=C(C=NC1OC)C1=CC=C2C(=NNC2=C1)C(=O)NC)O 6-(5-{[3-(4-fluorophenyl)-3-hydroxypropyl]carbamoyl}-6-methoxypyridin-3-yl)-N-methyl-1H-indazole-3-carboxamide